6-methyl-1H-quinolin CC=1C=C2C=CCNC2=CC1